amino-1-methylquinolin-2(1H)-one NC=1C(N(C2=CC=CC=C2C1)C)=O